5-methyl-1-(2-morpholinoethyl)-1H-pyrazol-3-amine CC1=CC(=NN1CCN1CCOCC1)N